C(C)C1=C(C=C(C(=C1)F)OC)[C@H]1[C@@H](C1)C=1C=NC(=NC1)C1=NC=CC=N1 trans-5-(2-(2-Ethyl-4-fluoro-5-methoxyphenyl)cyclopropyl)-2,2'-bipyrimidine